O=S1(N(C(C2=C1C=CC=C2)=O)CC#C)=O 1,1-Dioxo-2-prop-2-ynyl-1,2-benzothiazol-3-one